6-bromo-1-(cyclopropylmethyl)-4-fluoro-1H-indole-2-carboxylic acid ethyl ester C(C)OC(=O)C=1N(C2=CC(=CC(=C2C1)F)Br)CC1CC1